(2S,4R)-N-((R)-3-([1,1'-biphenyl]-4-yl)-1-amino-1-oxopropan-2-yl)-1-((S)-2-(4-fluoro-1H-1,2,3-triazol-1-yl)-3-methylbutanoyl)-4-hydroxypyrrolidine-2-carboxamide C1(=CC=C(C=C1)C[C@H](C(=O)N)NC(=O)[C@H]1N(C[C@@H](C1)O)C([C@H](C(C)C)N1N=NC(=C1)F)=O)C1=CC=CC=C1